CC1=CC(=CC2=C1NC(S2)=O)C2=NNC(CC2)=O 4-methyl-6-(6-oxo-1,4,5,6-tetrahydropyridazin-3-yl)benzo[d]thiazol-2(3H)-one